NC1=NC(=C(C=C1C=1C=C2CCNC(C2=CC1)=O)C1=CC=C(C=C1)S(=O)(=O)N1CCOCC1)F 6-(2-amino-6-fluoro-5-(4-(morpholinosulfonyl)phenyl)pyridin-3-yl)-3,4-dihydroisoquinolin-1(2H)-one